nickel dichloro(dimethoxyethane) ClC(C(OC)Cl)OC.[Ni]